CN1[C@@H]2CN([C@H](C1)C2)C2=CN=CC(=N2)NC2=CC1=C(C=N2)SC(=N1)C=1C=C(C=CC1)NS(=O)(=O)C N-{3-[6-({6-[(1S,4S)-5-methyl-2,5-diazabicyclo[2.2.1]heptan-2-yl]pyrazin-2-yl}amino)-[1,3]thiazolo[5,4-c]pyridin-2-yl]phenyl}methanesulfonamide